FC1=C(OCC(=O)NCCCCCCCCCCNC2=CC3=C(N=NN(C3=O)C3C(NC(CC3)=O)=O)C=C2)C(=CC=C1F)C=1N=C(SC1)N1CCOCC1 2-(2,3-Difluoro-6-(2-morpholinothiazol-4-yl)phenoxy)-N-(10-((3-(2,6-dioxopiperidin-3-yl)-4-oxo-3,4-dihydrobenzo[d][1,2,3]triazin-6-yl)amino)decyl)acetamide